ClC(COC(NOC(C(C)C1=CC=C(C=C1)F)=O)=O)(Cl)Cl.BrC(C)C1=CC=CC=C1 (1-Bromoethyl)benzene 2,2,2-trichloroethyl-((2-(4-fluorophenyl)propanoyl)oxy)carbamate